C(C)(C)(C)SC(C1=CC(=C(OCCN2CCN(CC2)S(=O)(=O)C2=C(C=CC=C2)Cl)C=C1)OC)SC(C)(C)C (2-(4-(bis(t-butylsulfanyl)methyl)-2-methoxyphenoxy)ethyl)-4-((2-chlorophenyl)sulfonyl)piperazine